5-{1-[(1S)-1-{5-[5-(difluoromethyl)-1,3,4-oxadiazol-2-yl]thiophen-2-yl}-2-(pyrrolidin-1-yl)ethyl]-1H-1,2,3-triazol-4-yl}pyridin-2-amine FC(C1=NN=C(O1)C1=CC=C(S1)[C@H](CN1CCCC1)N1N=NC(=C1)C=1C=CC(=NC1)N)F